C(CC)C1N(CCOC1)C(=O)N propyl-morpholinamide